(2R)-2-(2-chlorophenyl)-3-hydroxy-1-[2-[1-(2,2,2-trifluoroethyl)pyrazol-4-ylsulfonyl]-4H,6H-pyrrolo[3,4-c]pyrazol-5-yl]propan-1-one ClC1=C(C=CC=C1)[C@@H](C(=O)N1CC2=NN(C=C2C1)S(=O)(=O)C=1C=NN(C1)CC(F)(F)F)CO